N[C@H](C(=O)OC)CC1C(NC(CC1)(C)C)=O methyl (2S)-2-amino-3-(6,6-dimethyl-2-oxo-3-piperidyl)propanoate